4-vinylbenzene-sulphonic acid lithium salt [Li+].C(=C)C1=CC=C(C=C1)S(=O)(=O)[O-]